COC=1C=C(/C=C/C2=CC=C(OC3=NC4=CC=CC=C4C=C3)C=C2)C=C(C1)OC (E)-2-(4-(3,5-dimethoxystyryl)phenoxy)quinoline